C(C)(=O)C=1C(OC2=C(C1N1CCN(CC1)C)C=CC(=C2)NC2=NC=CC(=N2)C2=CC1=C(N(N=C1C=C2)C)C(C)C)=O 3-acetyl-7-((4-(3-isopropyl-2-methyl-2H-indazol-5-yl)pyrimidin-2-yl)amino)-4-(4-methylpiperazin-1-yl)-2H-benzopyran-2-one